2-(trifluoromethyl)-5-(3-trifluoromethylphenyl)furan-3-carboxylic acid FC(C=1OC(=CC1C(=O)O)C1=CC(=CC=C1)C(F)(F)F)(F)F